CN1N=CC(=C1)[C@@H](CN[C@H](C1=CC=CC=C1)[C@@H]1CNC2=C(O1)N=CC(=C2)C=2C=NN(C2)C)C |o1:6| (S or R)-2-(1-methyl-1H-pyrazol-4-yl)-N-((R)-((S)-7-(1-methyl-1H-pyrazol-4-yl)-2,3-dihydro-1H-pyrido[2,3-b][1,4]oxazin-3-yl)(phenyl)methyl)propan-1-amine